CC1=CSC=2CNC(C21)=O 3-methyl-6H-thieno[2,3-c]pyrrol-4-one